(R)-gamma-thiovalerolactone C1(CC[C@@H](C)O1)=S